ClC1=CC=C(C=N1)C1C(C(C(C(N1)=O)C(=O)OCC)=O)C ethyl 6-(6-chloro-3-pyridyl)-5-methyl-2,4-dioxo-piperidine-3-carboxylate